N-palmitoleyl-methacrylamide C(CCCCCCC\C=C/CCCCCC)NC(C(=C)C)=O